CP(=O)(C)C=1C=C(C(=O)O)C=CC1 3-(Dimethylphosphoryl)benzoic acid